CN1CC2CCC(C1)N2C(=O)C=2C=C1C(=NC2)NC=C1C1=CC=C2C(NC3(C2=C1)CCCCC3)=O 6'-(5-(3-methyl-3,8-diazabicyclo[3.2.1]octane-8-carbonyl)-1H-pyrrolo[2,3-b]pyridin-3-yl)spiro[cyclohexane-1,1'-isoindolin]-3'-one